N1(N=CC=C1)C1=C(C=CC=C1)NC1=NC=NC(=C1)Cl N-(2-(1H-pyrazol-1-yl)phenyl)-6-chloropyrimidin-4-amine